3-ethylsulfonylthiotetrahydrothiophene-1,1-dioxide C(C)S(=O)(=O)SC1CS(CC1)(=O)=O